(S)-1-((5-Bromo-8-hydroxy-1,2,3,4-tetrahydroisoquinolin-1-yl)methyl)pyrrolidin-2-one BrC1=C2CCN[C@@H](C2=C(C=C1)O)CN1C(CCC1)=O